NCC(CCC(=O)[O-])=O c-5-Amino-4-oxopentanoate